2-(bicyclo[3.1.0]hexan-3-yl)-2-((tert-butoxycarbonyl)amino)acetic acid C12CC(CC2C1)C(C(=O)O)NC(=O)OC(C)(C)C